2,4-pyrimidinediamine sodium salt [Na].N1=C(N=C(C=C1)N)N